(E)-N-(5-(3-(1-((5-cyclopropylthiazol-2-yl)amino)-1-oxopropan-2-yl)phenyl)pyridin-2-yl)-4-(dimethylamino)but-2-enamide C1(CC1)C1=CN=C(S1)NC(C(C)C=1C=C(C=CC1)C=1C=CC(=NC1)NC(\C=C\CN(C)C)=O)=O